N[C@@H]1CC(N(C1)C1=CC=C(C=C1)S(=O)(=O)N1CCN(CC1)C1=NC(=CC(=C1)C(F)(F)[C@H]1OCCOC1)Cl)=O (4R)-4-amino-1-[4-[4-[6-chloro-4-[[(2S)-1,4-dioxan-2-yl]-difluoro-methyl]-2-pyridyl]piperazin-1-yl]sulfonylphenyl]pyrrolidin-2-one